(S)-3-((5-(1-(1,1-difluoropropan-2-yl)-1H-benzo[d][1,2,3]triazol-6-yl)-4-methoxypyrrolo[2,1-f][1,2,4]triazin-2-yl)amino)-2,2-dimethylpropanenitrile FC([C@H](C)N1N=NC2=C1C=C(C=C2)C=2C=CN1N=C(N=C(C12)OC)NCC(C#N)(C)C)F